(e)-4-(dimethylamino)-1-(3-propionyl-3,6-diazabicyclo[3.1.1]heptan-6-yl)but-2-en-1-one CN(C/C=C/C(=O)N1C2CN(CC1C2)C(CC)=O)C